(R)-4-((4-(2-(3-((5-chloro-4-(1H-indol-3-yl)pyrimidin-2-yl)amino)pyrrolidin-1-yl)ethyl)piperidin-1-yl)methyl)piperidine-1-carboxylic acid tert-butyl ester C(C)(C)(C)OC(=O)N1CCC(CC1)CN1CCC(CC1)CCN1C[C@@H](CC1)NC1=NC=C(C(=N1)C1=CNC2=CC=CC=C12)Cl